(4-cyclopentyl-3-(trifluoromethyl)phenyl)methanol C1(CCCC1)C1=C(C=C(C=C1)CO)C(F)(F)F